ClC1=NC(=NC(=C1N)Cl)SCC#C 4,6-dichloro-2-(propargyl-thio)pyrimidin-5-amine